CN(CCCS)C 3-(dimethylamino)-1-propyl mercaptan